1-(1-(5-methoxy-2-methyl-4-nitrophenyl)piperidin-4-yl)piperazine COC=1C(=CC(=C(C1)N1CCC(CC1)N1CCNCC1)C)[N+](=O)[O-]